FC1(C(C2=C(C(=C=C=C12)OC=1C=C(C(=O)N)C=C(C1)F)I)=O)F 3-{8,8-difluoro-7-oxo-5-iodobicyclo[4.2.0]oct-1,3,5-triene-2-enyloxy}-5-fluorobenzamide